6-(5-azaspiro[2.4]heptan-5-ylmethyl)-2-(3-((1R,2R)-1,2-difluoro-1-(4-methyl-4H-1,2,4-triazol-3-yl)propan-2-yl)phenyl)-4-(trifluoromethyl)isoindolin-1-one C1CC12CN(CC2)CC2=CC(=C1CN(C(C1=C2)=O)C2=CC(=CC=C2)[C@@]([C@@H](C2=NN=CN2C)F)(C)F)C(F)(F)F